CC1=CNC2=NC=C(C(=C21)C)C=2C=C1CCOCC1=C(C2)C2N(CCC2)C(=O)OC(C)(C)C tert-butyl 2-(6-(3,4-dimethyl-1H-pyrrolo[2,3-b]pyridin-5-yl)isochroman-8-yl)pyrrolidine-1-carboxylate